(5S,7S)-2-cyclopropylsulfonyl-7-deuterio-5-phenyl-6,7-dihydro-5H-pyrrolo[1,2-b][1,2,4]triazole C1(CC1)S(=O)(=O)C=1N=C2N(N1)[C@@H](C[C@@H]2[2H])C2=CC=CC=C2